3-cyclohexylmethanediamine C1CC(CCC1)C(N)N